ClC1=CC(=C(C=C1)C1(OC2=C(O1)C=CC=C2)C)F 2-(4-chloro-2-fluoro-phenyl)-2-methyl-1,3-benzodioxole